NC1CC2(CC(C2)NC(C=C)=O)C1 N-(6-aminospiro[3.3]hept-2-yl)acrylamide